tert-butyl 4-amino-4-methylazepan-1-carboxylate NC1(CCN(CCC1)C(=O)OC(C)(C)C)C